6-(1-(3-Methyl-5-(trifluoromethyl)pyridin-2-yl)piperidin-4-yl)-2-thia-6-azaspiro[3.4]octane 2,2-dioxide CC=1C(=NC=C(C1)C(F)(F)F)N1CCC(CC1)N1CC2(CS(C2)(=O)=O)CC1